(7-cyclopropyl-1-methyl-1H-indol-3-yl)-4-fluorobenzamide C1(CC1)C=1C=CC=C2C(=CN(C12)C)C1=C(C(=O)N)C=CC(=C1)F